C(C)(C)(C)OC(=O)N1CCC(CC1)C1=NC2=C(C=C(C=C2C(N1C)=O)C)C(C)=O.C1(=CC=CC=C1)C1=C(C(=NN=N1)C1=C(C=CC=C1)C1=C(C=CC=2OC3=C(C21)C=CC=C3)C3=C(C(=CC=2C1=CC=CC=C1CC32)C)C)C3=CC=CC=C3 (diphenyltriazineyl)[(dimethylfluorenyl)dibenzofuranyl]benzene tert-butyl-4-(8-acetyl-3,6-dimethyl-4-oxo-3,4-dihydroquinazolin-2-yl)piperidine-1-carboxylate